FC1(CCN(CC1)C=1C(=NC=CC1C#N)C=1C=C2C(=NC1)N=NN2COCC[Si](C)(C)C)C2=NN=CN2C 3-[4-Fluoro-4-(4-methyl-4H-1,2,4-triazol-3-yl)piperidin-1-yl]-2-(1-{[2-(trimethylsilyl)ethoxy]methyl}-1H-[1,2,3]triazolo[4,5-b]pyridin-6-yl)pyridine-4-carbonitrile